N-[(3R)-1-methylpyrrolidin-3-yl]Piperidine-4-carboxamide CN1C[C@@H](CC1)NC(=O)C1CCNCC1